(2S,4S)-tert-butyl 2-(4-chlorobenzyl)-4-((methylsulfonyl)oxy)pyrrolidine-1-carboxylate ClC1=CC=C(C[C@@H]2N(C[C@H](C2)OS(=O)(=O)C)C(=O)OC(C)(C)C)C=C1